2-oxetanylmethyl (3-ethyl-3-oxetanylmethyl) ether C(C)C1(COC1)COCC1OCC1